(thiophen-3-yl)quinazoline S1C=C(C=C1)C1=NC2=CC=CC=C2C=N1